4-(4-((4-(4-amino-3-(4-phenoxyphenyl)-1H-pyrazolo[3,4-d]pyrimidin-1-yl)piperidin-1-yl)methyl)piperidin-1-yl)-2-(2,4-dioxotetrahydropyrimidin-1(2H)-yl)isoindoline-1,3-dione NC1=C2C(=NC=N1)N(N=C2C2=CC=C(C=C2)OC2=CC=CC=C2)C2CCN(CC2)CC2CCN(CC2)C2=C1C(N(C(C1=CC=C2)=O)N2C(NC(CC2)=O)=O)=O